N-[[4-[5-(difluoromethyl)-1,3,4-oxadiazol-2-yl]-2-fluoro-phenyl]methyl]-N-(3-methoxyphenyl)thiomorpholine-4-sulfonamide FC(C1=NN=C(O1)C1=CC(=C(C=C1)CN(S(=O)(=O)N1CCSCC1)C1=CC(=CC=C1)OC)F)F